5-(2-(3-methylbenzylidene)hydrazinyl)-2-(pyridin-3-yl)-[1,2,4]triazole CC=1C=C(C=NNC=2N=CN(N2)C=2C=NC=CC2)C=CC1